N-(2,4-dimethyl-5-oxo-5,6,7,8-tetrahydro-4H-pyrazolo[1,5-a]-[1,3]diazepin-6-yl)-7-(trifluoro-methyl)imidazo[1,5-a]pyridine-1-carboxamide CC1=NN2C(N(C(C(CC2)NC(=O)C=2N=CN3C2C=C(C=C3)C(F)(F)F)=O)C)=C1